C(CC)OC(CCCCCCC\C=C/CC)OCCC (9Z)-1,1-dipropoxy-9-dodecene